C(C)N1C(OCC1COC1=CC=C(C=C1)C=1C=C(C(NC1C(F)(F)F)=O)C(=O)N)=O 5-(4-((3-Ethyl-2-oxooxazolidin-4-yl)methoxy)phenyl)-2-oxo-6-(trifluoromethyl)-1,2-dihydropyridin-3-carboxamide